C(C)OC1=CC(=CC=2N1N=CN2)C=2NC1=CC=C(C=C1C2C(C)C)C2CCN(CC2)CC(=O)NC 2-(4-(2-(5-ethoxy-[1,2,4]triazolo[1,5-a]pyridin-7-yl)-3-isopropyl-1H-indol-5-yl)piperidin-1-yl)-N-methylacetamide